NC1=NC(=C(C=2N1C(N(N2)CC2=NC=C(C=C2)F)=O)C=2C=C1C=NN(C1=C(C2)C)COCC[Si](C)(C)C)C2=CC=CC=C2 5-amino-2-((5-fluoropyridin-2-yl)methyl)-8-(7-methyl-1-((2-(trimethylsilyl)ethoxy)methyl)-1H-indazol-5-yl)-7-phenyl-[1,2,4]triazolo[4,3-c]pyrimidin-3(2H)-one